BrC1=CC=CC2=C1N=C1N2CCC1 5-bromo-2,3-dihydro-1H-benzo[d]pyrrolo[1,2-a]imidazole